O=C1N(C(C2=CC=CC=C12)=O)CCC(C(=O)OCC)(F)F ethyl 4-(1,3-dioxoisoindolin-2-yl)-2,2-difluorobutanoate